2-(1-(2,4-bis(benzhydryl)-6-chloro-anilino)ethyl)-6-(1-(2,6-diisopropyl-anilino)ethyl)pyridine C(C1=CC=CC=C1)(C1=CC=CC=C1)C1=C(NC(C)C2=NC(=CC=C2)C(C)NC2=C(C=CC=C2C(C)C)C(C)C)C(=CC(=C1)C(C1=CC=CC=C1)C1=CC=CC=C1)Cl